3-(2,6-diisopropylphenyl)-1-(5-(3-(1-(2,6-diisopropylphenyl)-1H-imidazol-4-yl)phenoxy)-2',6'-diisopropyl-[1,1'-biphenyl]-3-yl)-1H-benzo[d]imidazol-3-ium chloride [Cl-].C(C)(C)C1=C(C(=CC=C1)C(C)C)[N+]1=CN(C2=C1C=CC=C2)C=2C=C(C=C(C2)OC2=CC(=CC=C2)C=2N=CN(C2)C2=C(C=CC=C2C(C)C)C(C)C)C2=C(C=CC=C2C(C)C)C(C)C